FC(C(=O)O)(F)F.NCC(CC=1N(C(NN1)=O)C1=NC=C(C=C1C)C1=CC2=C(N(CCO2)C)C=C1)=C(F)F [2-(aminomethyl)-3,3-difluoro-allyl]-4-[3-methyl-5-(4-methyl-2,3-dihydro-1,4-benzoxazin-7-yl)-2-pyridinyl]-1,2,4-triazol-3-one trifluoroacetate salt